[(3R,9aS)-3-(3-chloro-4-fluoro-phenyl)-3,4,6,7,9,9a-hexahydro-1H-pyrazino[2,1-c][1,4]oxazin-8-yl]-[2-chloro-3-(2-methoxyphenyl)phenyl]methanone ClC=1C=C(C=CC1F)[C@@H]1CN2[C@H](CO1)CN(CC2)C(=O)C2=C(C(=CC=C2)C2=C(C=CC=C2)OC)Cl